N-(4'-cyclopropyl-6'-methoxy-4-methyl-[2,5'-bipyrimidin]-5-yl)acetamide tert-butyl-(5R,6R)-5-hydroxy-6-[(5R)-5H-imidazo[1,5-b]isoindol-5-yl]-2-azaspiro[3.4]octane-2-carboxylate C(C)(C)(C)OC(=O)N1CC2(C1)[C@@H]([C@H](CC2)[C@H]2N1C(C=3C=CC=CC23)=CN=C1)O.C1(CC1)C1=NC=NC(=C1C1=NC=C(C(=N1)C)NC(C)=O)OC